[Si](C)(C)(C(C)(C)C)N=S(=O)(N)C1=CC=C(C=C1)CC(C)C N'-(tert-butyldimethylsilyl)-4-isobutylbenzenesulfonimidamide